8-((2S,3S)-1-methyl-5-oxo-2-(pyridin-3-yl) pyrrolidine-3-carboxamido)octyl methanesulfonate CS(=O)(=O)OCCCCCCCCNC(=O)[C@@H]1[C@H](N(C(C1)=O)C)C=1C=NC=CC1